4-trifluoromethyl-N-(4-methylphenyl)benzamide FC(C1=CC=C(C(=O)NC2=CC=C(C=C2)C)C=C1)(F)F